C(N)(=N)C=1C=C(SC1)CNC(=O)[C@H]1N(C[C@@](C1)(F)CN(C)C)C(CNC(CCCOC1=CC=CC=C1)=O)=O (2S,4S)-N-[(4-carbamimidoylthiophen-2-yl)methyl]-4-[(dimethylamino)methyl]-4-fluoro-1-[2-(4-phenoxybutanamido)acetyl]pyrrolidine-2-carboxamide